(5-Chloropyridin-2-yl)-1H-pyrrole-1-carboxylic acid tert-butyl ester C(C)(C)(C)OC(=O)N1C(=CC=C1)C1=NC=C(C=C1)Cl